N=C1SCC(N1C1=CC=CC=C1)CO (2-Imino-3-phenylthiazolidin-4-yl)methanol